C1=CC(=CN=C1)C(=O)[O-].C1=C(NC(=O)[NH+]=C1)N.O cytosinium nicotinate hydrate